FC1=C(C=C(C=C1)C(F)(F)F)NC(N)=O N'-[2-fluoro-5-(trifluoromethyl)phenyl]Urea